S1C(=NC2=C1C=CC=C2)SS[C@H]2N(C(C2)=O)[C@@H](C(=O)OC(C2=CC=CC=C2)C2=CC=CC=C2)C(=C)C (R)-benzhydryl 2-((R)-2-(benzo[d]thiazol-2-yldisulfanyl)-4-oxoazetidin-1-yl)-3-methylbut-3-enoate